(S)-4-amino-N-(6-(3-methoxy-3-methylbut-1-yn-1-yl)-2,3-dihydrobenzofuran-3-yl)-N,1-dimethylimidazo[1,5-a]quinoxaline-8-carboxamide NC=1C=2N(C3=CC(=CC=C3N1)C(=O)N(C)[C@@H]1COC3=C1C=CC(=C3)C#CC(C)(C)OC)C(=NC2)C